(3S)-3-[8-[4-[4-[4-[3-amino-6-(2-hydroxyphenyl)pyridazin-4-yl]triazol-1-yl]-1-piperidyl]cyclohexyl]-2,3-dihydro-1,4-benzoxazin-4-yl]piperidine-2,6-dione NC=1N=NC(=CC1C=1N=NN(C1)C1CCN(CC1)C1CCC(CC1)C1=CC=CC=2N(CCOC21)[C@@H]2C(NC(CC2)=O)=O)C2=C(C=CC=C2)O